4-[1-[4-(4,4,5,5-tetramethyl-1,3,2-dioxaborolan-2-yl)phenyl]cyclopropyl]morpholine CC1(OB(OC1(C)C)C1=CC=C(C=C1)C1(CC1)N1CCOCC1)C